butyl-1-(methoxymethoxy)benzene C(CCC)C1=C(C=CC=C1)OCOC